CC1=NC(=CC=C1C#CC1(CC1)CC(=O)O)C=1N=NN(C1NC(=O)OC(C)CCC)C 2-(1-((2-methyl-6-(1-methyl-5-(((pentane-2-oxy)carbonyl)amino)-1H-1,2,3-triazol-4-yl)pyridin-3-yl)ethynyl)cyclopropyl)acetic acid